4-(tert-butylsulfonyl)-N-(2-(4-methylpiperidin-1-yl)phenyl)benzenesulfonamide C(C)(C)(C)S(=O)(=O)C1=CC=C(C=C1)S(=O)(=O)NC1=C(C=CC=C1)N1CCC(CC1)C